(S)-3-(4-fluoro-2',5,6'-trimethyl-[1,1'-biphenyl]-3-yl)-3-((S)-2-(3-(2-(3-methylazetidin-1-yl)ethyl)-5-methyl-6-oxopyridazin-1(6H)-yl)-4-methyl-valerylamino)propionic acid FC1=C(C=C(C=C1C)C1=C(C=CC=C1C)C)[C@H](CC(=O)O)NC([C@H](CC(C)C)N1N=C(C=C(C1=O)C)CCN1CC(C1)C)=O